FC(OC1=C(C=C(C=C1)OC=1C=NN(C1)CCN1CCOCC1)C1=NN(C=C1NC(=O)C=1C=NN2C1N=CC=C2)C)F N-[3-[2-(difluoromethoxy)-5-[1-(2-morpholinoethyl)pyrazol-4-yl]oxy-phenyl]-1-methyl-pyrazol-4-yl]pyrazolo[1,5-a]pyrimidine-3-carboxamide